(S)-1-ethyl-6-((4-((2-hydroxy-1-phenylethyl)amino)-5-(1,2,4-oxadiazol-5-yl)pyrimidin-2-yl)amino)-1,2-dihydro-3H-indazol-3-one C(C)N1NC(C2=CC=C(C=C12)NC1=NC=C(C(=N1)N[C@H](CO)C1=CC=CC=C1)C1=NC=NO1)=O